methyl rac-4-(3,4-difluoro-2-methoxyphenyl)-6,6-dimethyltetrahydro-2H-pyran-3-carboxylate FC=1C(=C(C=CC1F)C1C(COC(C1)(C)C)C(=O)OC)OC